n-butyl (salicylate) phenyl-carbonate C1(=CC=CC=C1)OC(O)=O.C(C=1C(O)=CC=CC1)(=O)OCCCC